C(C)OC1=CC=C(C=N1)C1=CN=CC(=N1)C(=O)N/N=C/C=1C=NC=C(C1)C(C)O (E)-6-(6-ethoxypyridin-3-yl)-N'-((5-(1-hydroxyethyl)pyridin-3-yl)methylene)pyrazine-2-carbohydrazide